CC1=C(C=C(C(=C1)N)[N+](=O)[O-])N (E)-methyl-5-nitrobenzene-1,4-diamine